5,5'-bis(1-hydroxy-1-trifluoromethyl-2,2,2-trifluoroethyl)-2,2'-dimethylbenzidine OC(C(F)(F)F)(C(F)(F)F)C=1C(=CC(=C(C1)C1=C(C=C(N)C(=C1)C(C(F)(F)F)(O)C(F)(F)F)C)C)N